(R)-N-(2-cyclopropyl-3-(4-fluorophenyl)propyl)-6-oxo-1,6-dihydropyrimidine-2-carboxamide C1(CC1)[C@H](CNC(=O)C=1NC(C=CN1)=O)CC1=CC=C(C=C1)F